FC1=C(OC2CCC(CC2)(C(=O)O)C)C=C(C(=C1)OC)C(N[C@@H]1COC[C@@H]1C(NCC1(CCC1)C)=O)=O |o1:22,26| (1R,4s)-4-(2-Fluoro-4-methoxy-5-(((3S*,4R*)-4-(((1-methylcyclobutyl)methyl)carbamoyl)tetrahydrofuran-3-yl)carbamoyl)phenoxy)-1-methylcyclohexane-1-carboxylic acid